C(CCCC)CC1=CC=CC=C1 Amyltoluene